6-amino-2,4-dichloro-m-cresol NC=1C=C(C(=C(C1O)Cl)C)Cl